N-benzyl-2'-(3-chloro-1H-pyrrolo[2,3-b]pyridin-5-yl)-5',6'-dihydrospiro[piperidine-4,4'-pyrrolo[1,2-b]pyrazole]-1-carboxamide C(C1=CC=CC=C1)NC(=O)N1CCC2(CCN3N=C(C=C32)C=3C=C2C(=NC3)NC=C2Cl)CC1